N4-(4-fluorophenethyl)-2-(methylthio)-N4-(4-morpholinophenyl)pyrimidine-4,6-diamine FC1=CC=C(CCN(C2=NC(=NC(=C2)N)SC)C2=CC=C(C=C2)N2CCOCC2)C=C1